(7r,4r)-4-(3-(4-Methoxyphenyl)-1,2,4-oxadiazol-5-yl)-N-((1-methyl-5-oxopyrrolidin-3-yl)methyl)cyclohexane-1-carboxamide COC1=CC=C(C=C1)C1=NOC(=N1)C1CCC(CC1)C(=O)NCC1CN(C(C1)=O)C